N-(3-aminopropionyl)-S-benzoyl-L-cysteine trifluoroacetate FC(C(=O)O)(F)F.NCCC(=O)N[C@@H](CSC(C1=CC=CC=C1)=O)C(=O)O